COC1=CC(=NN1)NC1=NC(=C2C=CC=NC2=C1)NC1CC2CCC(C1)N2CCC#N 3-((3-exo)-3-((7-((5-methoxy-1H-pyrazol-3-yl)amino)-1,6-naphthyridin-5-yl)amino)-8-azabicyclo[3.2.1]octan-8-yl)propionitrile